(S)-1-(3-((4-((3-Chloro-2-fluoro-4-(1-methylcyclopropoxy)phenyl)amino)-7-fluoropyrido[3,2-d]pyrimidin-6-yl)oxy)pyrrolidin-1-yl)prop-2-en-1-one ClC=1C(=C(C=CC1OC1(CC1)C)NC=1C2=C(N=CN1)C=C(C(=N2)O[C@@H]2CN(CC2)C(C=C)=O)F)F